C(=O)O.CN(C1=C2C(=NC=C1)C(=CN2)NC2=NC1=C(N2)C=CC(=C1)OC1=CC=CC=C1)C N7,N7-dimethyl-N3-(5-phenoxy-1H-benzo[d]imidazol-2-yl)-1H-pyrrolo[3,2-b]pyridine-3,7-diamine formate